C(#N)C=1C=C(C=CC1OCC(C)C)C=1SC(=C(N1)C)C(=O)OCC1=CC=C(C=C1)C1=C(CCP(O1)(=O)OCC)[Se]C1=CC=CC=C1 4-(2-Ethoxy-2-oxido-5-(phenylselanyl)-3,4-dihydro-1,2-oxaphosphinin-6-yl)benzyl 2-(3-cyano-4-isobutoxyphenyl)-4-methylthiazole-5-carboxylate